5-(2-methyl-2H-[1,2,3]triazolo[4,5-b]pyridin-6-yl)-2-{3-[(3S)-3-(propan-2-yl)piperazin-1-yl]-1,2,4-triazin-6-yl}phenol dihydrochloride Cl.Cl.CN1N=C2C(N=CC(=C2)C=2C=CC(=C(C2)O)C2=CN=C(N=N2)N2C[C@@H](NCC2)C(C)C)=N1